NC1=NC=2C=CC(=CC2C2=C1COC2)C(=O)N(CC2=NC=C(C=C2)C(F)(F)F)[C@@H]2[C@H](COCC2)OC 4-amino-N-((3r,4s)-3-methoxytetrahydro-2H-pyran-4-yl)-N-((5-(trifluoromethyl)-2-pyridinyl)methyl)-1,3-dihydrofuro[3,4-c]quinoline-8-carboxamide